CN1C(=NC=2C1=NC=CC2)C2=C(C=C(C=C2C2=NC=1C(=NC=CC1)N2C)C2=CC(=CC=C2)N2C1=CC=CC=C1N(C=1C=CC=CC21)C)C2=CC(=CC=C2)N2C1=CC=CC=C1N(C=1C=CC=CC21)C 10,10'-(4',5'-bis(3-methyl-3H-imidazo[4,5-b]pyridin-2-yl)-[1,1':3',1''-terphenyl]-3,3''-diyl)bis(5-methyl-5,10-dihydrophenazine)